CN1C(C(=CC2=CC(=CC=C12)C1=CC=C(C=C1)C1CCN(CC1)C(C)C)C1=CC=CC=C1)=O 1-methyl-3-phenyl-6-{4-[1-(propan-2-yl)piperidin-4-yl]phenyl}-1,2-dihydro-quinolin-2-one